Trisalicylcitrate C(C=1C(O)=CC=CC1)C(C(C(C(=O)[O-])(CC=1C(O)=CC=CC1)CC=1C(O)=CC=CC1)(O)C(=O)[O-])C(=O)[O-]